potassium sodium [Na].[K]